Hydroxy-6-methoxy-1-oxo-7-((4-phenoxybenzyl)oxy)isochromane-5-carbaldehyde OC1OC(C=2C=C(C(=C(C2C1)C=O)OC)OCC1=CC=C(C=C1)OC1=CC=CC=C1)=O